2,6-dibromo-3,4,5-trifluorobenzonitrile BrC1=C(C#N)C(=C(C(=C1F)F)F)Br